methyluridine C[C@@]1([C@@H]([C@@H]([C@H](O1)CO)O)O)N2C=CC(=O)NC2=O